2-(3-bromo-5-chlorophenyl)benzo[d]thiazole BrC=1C=C(C=C(C1)Cl)C=1SC2=C(N1)C=CC=C2